1-(6-nitrobenzo[d][1,3]dioxin-5-yl)propan-1-one [N+](=O)([O-])C1=C(C2=C(OCOC2)C=C1)C(CC)=O